5-fluoro-4-(3-(2-oxopyridin-1(2H)-yl)phenyl)pyrimidin FC=1C(=NC=NC1)C1=CC(=CC=C1)N1C(C=CC=C1)=O